N-(4-methyl-3-(2-((4-methylthiazol-2-yl)amino)-8,9-dihydroimidazo[1',2':1,6]pyrido[2,3-d]pyrimidin-6-yl)phenyl)-4-(trifluoromethyl)picolinamide CC1=C(C=C(C=C1)NC(C1=NC=CC(=C1)C(F)(F)F)=O)C1=CC2=C(N=C(N=C2)NC=2SC=C(N2)C)N2C1=NCC2